2-isocyanatopropyl-cyclohexyl isocyanate N(=C=O)C(CC1(CCCCC1)N=C=O)C